N'-acetyl-4-amino-N',1-dimethyl-N-(2,4,6-trifluorobenzyl)-1H-pyrazolo[4,3-c]quinoline-8-carbohydrazide C(C)(=O)N(N(C(=O)C1=CC=2C3=C(C(=NC2C=C1)N)C=NN3C)CC3=C(C=C(C=C3F)F)F)C